ClS(=O)(=O)C1=CC2=C(N(C=N2)C(=O)OC(C)(C)C)C=C1 tert-butyl 5-(chlorosulfonyl)-1H-benzo[d]imidazole-1-carboxylate